C(C1=CC=CC=C1)OC1=CC(=C(C(=C1N1CC(NS1(=O)=O)=O)F)I)CC 5-(6-(benzyloxy)-4-ethyl-2-fluoro-3-iodophenyl)-1,2,5-thiadiazolidin-3-one 1,1-dioxide